5'-O-(4,4'-dimethoxytrityl)-n4-benzoyl-5-methyl-2'-deoxycytidine CC1=CN(C(=O)N=C1NC(=O)C2=CC=CC=C2)[C@H]3C[C@@H]([C@H](O3)COC(C4=CC=CC=C4)(C5=CC=C(C=C5)OC)C6=CC=C(C=C6)OC)O